[Co].[Li] Lithium cobalt